(1S,2R)-1-(4-Fluorobenzyl)-2-(4-(methoxycarbonyl)phenyl)cyclopropane-1-carboxylic acid FC1=CC=C(C[C@@]2([C@H](C2)C2=CC=C(C=C2)C(=O)OC)C(=O)O)C=C1